1-[4-(trifluoromethyl)phenoxy]isoquinoline-6-carboxylic acid FC(C1=CC=C(OC2=NC=CC3=CC(=CC=C23)C(=O)O)C=C1)(F)F